FC1=C(C=CC=C1)C1=NC=2C(=C3C(=NC2)N(C=C3)SC3=CC=CC=C3)N1C=1C=NN(C1)CCC#N 3-(4-(2-(2-fluorophenyl)-6-(phenylsulfanyl)imidazo[4,5-d]pyrrolo[2,3-b]pyridin-1(6H)-yl)-1H-pyrazol-1-yl)propanenitrile